(R)-N-(((R)-2-methoxy-1,2,3,5,6,7-hexahydro-s-indacen-4-yl)carbamoyl)-6,6-dimethyl-N'-trityl-6,7-dihydro-5H-pyrazolo[5,1-b][1,3]oxazine-3-sulfonimidamide CO[C@@H]1CC2=CC=3CCCC3C(=C2C1)NC(=O)N[S@](=O)(=NC(C1=CC=CC=C1)(C1=CC=CC=C1)C1=CC=CC=C1)C=1C=NN2C1OCC(C2)(C)C